3,3-dicyclopropyl-N-[4-(3,5-dimethyl-1H-pyrazol-4-yl)phenyl]-2-[5-(6-methoxy-3-pyridyl)-4H-1,2,4-triazol-3-yl]propanamide C1(CC1)C(C(C(=O)NC1=CC=C(C=C1)C=1C(=NNC1C)C)C1=NN=C(N1)C=1C=NC(=CC1)OC)C1CC1